(4'-bromo-4-iodo-[1,1'-biphenyl]-3-yl)(ethyl)sulfane BrC1=CC=C(C=C1)C1=CC(=C(C=C1)I)SCC